C(#N)C(C)(C)C1=CC=2N(C=C1)C(=CN2)C2=CC(=C(C(=O)NC1CC(C1)(F)F)C(=C2)OC)OC(F)F 4-[7-(1-Cyano-1-methyl-ethyl)imidazo[1,2-a]pyridin-3-yl]-N-(3,3-difluorocyclobutyl)-2-(difluoromethoxy)-6-methoxy-benzamide